6-[[6-(2-trimethylsilylethynyl)-2-naphthyl]oxy]hexan-1-ol C[Si](C#CC=1C=C2C=CC(=CC2=CC1)OCCCCCCO)(C)C